ClC1=C(C(=CC=C1)Cl)C1=NOC(=C1)C1=CC=CC=C1 3-(2,6-dichlorophenyl)-5-phenyl-isoxazole